FC=1C=C2[C@H](NC=3C=CN4N=CC(C(NCC[C@@]5(OC2=C(C1)C5)C)=O)=C4N3)C (3R,11R)-6-fluoro-3,11-dimethyl-10-oxa-2,14,18,19,22-pentaazapentacyclo[14.5.2.18,11.04,9.019,23]tetracosa-1(22),4,6,8,16(23),17,20-heptaen-15-one